1-isopropyl-6-[3-(4-mesyl-2-anisidino)-1-propynyl]-4-(1-methyl-4-piperidylamino)indole C(C)(C)N1C=CC2=C(C=C(C=C12)C#CCNC=1C(OC)=CC=C(C1)S(=O)(=O)C)NC1CCN(CC1)C